[Mn](=O)(=O)(=O)[O-].[Cd+2].[Mn](=O)(=O)(=O)[O-] cadmium permanganate